C(C=C)(=O)N1[C@H](CN(CC1)C1=NC(=NC2=CC(=C(C=C12)F)C1=CC=CC=2CC3C(C12)C3)OCC31CCCN1CCC3)CC#N 2-((2S)-1-acryloyl-4-(6-fluoro-2-((tetrahydro-1H-pyrrolizin-7a(5H)-yl)methoxy)-7-(1,1a,6,6a-tetrahydrocyclopropa[a]inden-2-yl)quinazolin-4-yl)piperazin-2-yl)acetonitrile